(6aR)-8-acryloyl-3-(2-amino-6-fluorophenyl)-4-chloro-1-((S)-2,4-dimethylpiperazin-1-yl)-6,6a,7,8,9,10-hexahydro-12H-pyrazino[2,1-c]pyrido[3,4-f][1,4]oxazepin-12-one C(C=C)(=O)N1C[C@@H]2COC3=C(C(N2CC1)=O)C(=NC(=C3Cl)C3=C(C=CC=C3F)N)N3[C@H](CN(CC3)C)C